1-benzyl-4-{[4-(1,2,3,6-tetrahydropyridin-4-yl)phenyl]methyl}piperazine C(C1=CC=CC=C1)N1CCN(CC1)CC1=CC=C(C=C1)C=1CCNCC1